C(C)(C)(C)OC(=O)N1C[C@H]2C([C@H]2C1)C=1N=NN2C1C=CC=C2 (1R,5S,6r)-6-([1,2,3]triazolo[1,5-a]pyridin-3-yl)-3-azabicyclo[3.1.0]hexane-3-carboxylic acid tert-butyl ester